[(3R)-3-hydroxybutyl](3S)-3-hydroxybutanoate O[C@@H](CCOC(C[C@H](C)O)=O)C